OC(C(=O)O)CC(C)C 2-hydroxy-4-methylvaleric acid